(((R)-1-(3-((tert-butoxycarbonyl)amino)-5-(trifluoromethyl)phenyl)ethyl)amino)-7-methoxy-2-methylquinazoline C(C)(C)(C)OC(=O)NC=1C=C(C=C(C1)C(F)(F)F)[C@@H](C)NC1=NC(=NC2=CC(=CC=C12)OC)C